(6-chlorotetralin-1-yl)-4-(methanesulfonamido)benzamide ClC=1C=C2CCCC(C2=CC1)C1=C(C(=O)N)C=CC(=C1)NS(=O)(=O)C